C12(CNCC(CC1)C2)CC(=O)N(C)C 2-(3-azabicyclo[3.2.1]octan-1-yl)-N,N-dimethylacetamide